difluoro phosphate lithium [Li+].P(=O)(OF)(OF)[O-]